4'-fluoroacetophenone FC1=CC=C(C=C1)C(C)=O